NC=1C=2N(C=C(N1)C(=O)N[C@H](C1CCC1)B(O)O)C(=CN2)C2=C(C=CC(=C2)C(C(F)(F)F)(C)O)C ((S)-(8-Amino-3-(2-methyl-5-(1,1,1-trifluoro-2-hydroxypropan-2-yl)phenyl)imidazo[1,2-a]pyrazine-6-carboxamido)(cyclobutyl)methyl)boronic acid